OC(CN1[C@@H](CN(CC1)C(=O)OC(C)(C)C)CO)C=1C=NC(=CC1OC)C(F)(F)F tert-butyl (3S)-4-(2-hydroxy-2-(4-methoxy-6-(trifluoromethyl)pyridin-3-yl)ethyl)-3-(hydroxymethyl)piperazine-1-carboxylate